C[C@H]1CC[C@@H](N(C1)C(C(=O)NC1=C2C(=CN=C1)NN=C2)=O)C=2C=CC1=C(N=C(S1)C1CCN(CC1)C)C2 2-[(2R,5S)-5-methyl-2-[2-(1-methyl-4-piperidyl)-1,3-benzothiazol-5-yl]-1-piperidyl]-2-oxo-N-(1H-pyrazolo[3,4-c]pyridin-4-yl)acetamide